BrC1=C(C=C2C(=NCN(C2=C1)C1=C(C=CC=C1)C(C)C)Cl)Cl 7-Bromo-4,6-dichloro-1-(2-isopropylphenyl)quinazolin